phosphoric acid HBr Br.P(O)(O)(O)=O